(perfluorobutyl-ethyl)ammonium zinc [Zn+2].FC(C(F)(F)F)(C(C(C(C(F)(F)F)(F)F)(F)F)(F)F)[NH3+]